N-[5-(2,4-diaminoquinazolin-7-yl)pyridin-3-yl]prop-2-enamide NC1=NC2=CC(=CC=C2C(=N1)N)C=1C=C(C=NC1)NC(C=C)=O